N1,N1,N4,N4-tetraheptylbenzene-1,4-diamine C(CCCCCC)N(C1=CC=C(C=C1)N(CCCCCCC)CCCCCCC)CCCCCCC